OC1CN(CCC1)C1=C2C(=NC=C1)N(N=C2CNC(C=C)=O)C2=CC=C(C=C2)OC(F)(F)F N-((4-(3-hydroxypiperidin-1-yl)-1-(4-(trifluoromethoxy)phenyl)-1H-pyrazolo[3,4-b]pyridin-3-yl)methyl)acrylamide